ClC1=CC(=C(C=C1)C1=CC(=NC(=C1)C1CC1)NC(C=1C(N(C=C(C1)CNCCCF)C1CC1)=O)=O)C(=O)N1CC(C1)(F)F N-(4-{4-chloro-2-[(3,3-difluoro-1-azetidinyl)carbonyl]phenyl}-6-cyclopropyl-2-pyridyl)-1-cyclopropyl-5-[(3-fluoropropylamino)methyl]-2-oxo-1,2-dihydronicotinamide